C(C)(C)(C)[PH+](C1=CC(=CC(=C1)F)F)C(C)(C)C Di-(tert-butyl)(3,5-difluorophenyl)phosphonium